(6-(2-((oxetan-3-ylmethyl)amino)pyrrolo[2,1-f][1,2,4]triazin-5-yl)imidazo[1,2-a]pyridin-3-yl)(pyrrolidin-1-yl)methanone O1CC(C1)CNC1=NN2C(C=N1)=C(C=C2)C=2C=CC=1N(C2)C(=CN1)C(=O)N1CCCC1